C(C)(C)(C)NC(=O)C1=NC=CC(=C1)NC(CC1=C(C(=CC(=C1)Cl)C(=C)C)OC)=O N-tert-butyl-4-[[2-(5-chloro-3-isopropenyl-2-methoxy-phenyl)acetyl]amino]pyridine-2-carboxamide